N1N=C(C=C1)C=1C=C(OC2=C(C=3C=CN(C3C=C2F)S(=O)(=O)C2=CC=C(C)C=C2)C=O)C=CC1 5-(3-(1H-pyrazol-3-yl)phenoxy)-6-fluoro-1-tosyl-1H-indole-4-carbaldehyde